naphthyl isothiocyanate C1=CC=C2C(=C1)C=CC=C2N=C=S